3-(2-(3,3-difluoropiperidine-1-carbonyl)-9-fluoro-1,2,3,4-tetrahydro-[1,4]diazepino[6,7,1-hi]indol-7-yl)-4-(imidazo[1,2-a]pyridin-3-yl)-1H-pyrrole FC1(CN(CCC1)C(=O)N1CCN2C=C(C3=CC(=CC(=C23)C1)F)C1=CNC=C1C1=CN=C2N1C=CC=C2)F